C1(CC1)C1=CC=2N(C(N=C(C2S1)N(C)C)=O)C=1C=NC=CC1 6-cyclopropyl-4-(dimethylamino)-1-(pyridin-3-yl)thieno[3,2-d]pyrimidin-2-one